(((((((1R)-3-hydroxycyclopentyl)methyl))amino)-3-nitrophenyl)sulfonyl)-6-(2-((S)-2-(2-isopropylphenyl)pyrrolidin-1-yl)-7-azaspiro[3.5]Nonan-7-yl)nicotinamide OC1C[C@@H](CC1)CNC1=C(C=CC=C1[N+](=O)[O-])S(=O)(=O)C1=C(C(=O)N)C=CC(=N1)N1CCC2(CC(C2)N2[C@@H](CCC2)C2=C(C=CC=C2)C(C)C)CC1